caffeoyl-butanediamine C(\C=C\C1=CC(O)=C(O)C=C1)(=O)C(CCC)(N)N